NCCOCCOCCOC1=CC=C(C=C1)C1C(NC(CC1)=O)=O 3-(4-(2-(2-(2-aminoethoxy)ethoxy)ethoxy)phenyl)piperidine-2,6-dione